2-(aminomethyl)-1H-indol-5-yl 2-cyclopentylacetate C1(CCCC1)CC(=O)OC=1C=C2C=C(NC2=CC1)CN